C(CCCC)C(COC(CCCCN(C(OCCN(CCOC(N(CCCCC(=O)OCC(CCCCC)CCCCC)CCCCCCCC)=O)CCCCN(CC)CC)=O)CCCCCCCC)=O)CCCCC.ClC(C[SiH2]C[SiH2]CC(Cl)Cl)Cl bis(dichloroethylsilyl)methane Bis(2-pentylheptyl)11-(4-(diethylamino)butyl)-6,16-dioctyl-7,15-dioxo-8,14-dioxa-6,11,16-triazahenicosanedioate